methyl-(E)-3-(4-((3-benzoyl-7-(benzyloxy)quinolin-4-yl)oxy)phenyl)acrylic acid C/C(/C(=O)O)=C\C1=CC=C(C=C1)OC1=C(C=NC2=CC(=CC=C12)OCC1=CC=CC=C1)C(C1=CC=CC=C1)=O